(R)-5-((1H-indol-3-yl)methyl)-3-butyl-2,2-dimethyl-1-picolinoylimidazolidin-4-one N1C=C(C2=CC=CC=C12)C[C@@H]1C(N(C(N1C(C1=NC=CC=C1)=O)(C)C)CCCC)=O